2-chloro-4-nitrobenzenesulfonyl chloride ClC1=C(C=CC(=C1)[N+](=O)[O-])S(=O)(=O)Cl